OC=1C=C(C=O)C=CC1O 3,4-dihydroxybenzoaldehyde